C(C)(C)(C)OC(CN1C(C=C(C(=C1)OC([2H])([2H])[2H])C1=C(C=CC(=C1)Cl)C(CC)=O)=O)=O 2-[4-(5-chloro-2-propionyl-phenyl)-2-oxo-5-(trideuteromethoxy)-1-pyridinyl]acetic acid tert-butyl ester